C(C1=CC=CC=C1)C=1N(C=2C(=C3CC[C@@H](N(C3=CC2)C(=O)OC)C)N1)C1CCC(CC1)C(=O)O 4-[(7S)-2-benzyl-6-(methoxycarbonyl)-7-methyl-3H,6H,7H,8H,9H-imidazo[4,5-f]quinolin-3-yl]cyclohexane-1-carboxylic acid